(S)-3-(1-hydroxy-2-(2-iodophenoxy)ethyl)benzonitrile O[C@H](COC1=C(C=CC=C1)I)C=1C=C(C#N)C=CC1